10,10'-((6-phenyl-1,3,5-triazin-2,4-diyl)bis(4,1-phenylen))bis(10H-phenoxazin) C1(=CC=CC=C1)C1=NC(=NC(=N1)C1=CC=C(C=C1)N1C2=CC=CC=C2OC=2C=CC=CC12)C1=CC=C(C=C1)N1C2=CC=CC=C2OC=2C=CC=CC12